1-(2-(4-(2-Cyanophenyl)piperazin-1-yl)-2-oxoethyl)-3-(2-ethynylthiazol-4-yl)urea C(#N)C1=C(C=CC=C1)N1CCN(CC1)C(CNC(=O)NC=1N=C(SC1)C#C)=O